FC(C1=NC(=CC(=C1)N)C(F)(F)F)(F)F 2,6-bis(trifluoromethyl)pyridin-4-amine